C(C)NC[Si](O[Si](CNCC)(C)C)(C)C 1,3-Diethylaminomethyltetramethyldisiloxan